N-[(4-Chlorophenyl)-methyl]-2-(2,2-difluoro-ethoxy)-4-methyl-6-morpholin-4-yl-pyridine-3-carboxylic acid amide ClC1=CC=C(C=C1)CNC(=O)C=1C(=NC(=CC1C)N1CCOCC1)OCC(F)F